trifluoro-4-coumaric acid FC1=C(/C(=C(/C(=O)O)\F)/F)C=CC(=C1)O